N-(pyridin-3-yl)azetidine-3-carboxamide hydrochloride Cl.N1=CC(=CC=C1)NC(=O)C1CNC1